NC1=CC=C(OCC(COC)OC(C(=C)C)=O)C=C1 1-(4-aminophenoxy)-3-methoxyprop-2-ylmethacrylate